C(C=CCCCCCCCCCCCCCCCCCCCCC)(=O)OC[C@@H](O)COP(=O)([O-])OCC[N+](C)(C)C 1-(15Z-tetracosaenoyl)-sn-glycero-3-phosphocholine